C(C)OC[C@H](C(=O)NC=1C=CC=C2C(=CNC12)C1=NC(=NC=C1C)NC1=C(C(=CC=C1)S(=O)(=O)C)F)N1CCN(CC1)C (R)-3-ethoxy-N-(3-(2-((2-fluoro-3-(methylsulfonyl)phenyl)amino)-5-methylpyrimidin-4-yl)-1H-indol-7-yl)-2-(4-methylpiperazin-1-yl)propionamide